tert-butyl 3-(1-((3-(2-azidoethoxy)-5,7-dimethyladamantan-1-yl)methyl)-5-methyl-1H-pyrazol-4-yl)-6-(8-(thiazolo[4,5-b]pyridin-2-ylcarbamoyl)-3,4-dihydroisoquinolin-2(1H)-yl)picolinate N(=[N+]=[N-])CCOC12CC3(CC(CC(C1)(C3)C)(C2)C)CN2N=CC(=C2C)C=2C(=NC(=CC2)N2CC3=C(C=CC=C3CC2)C(NC=2SC=3C(=NC=CC3)N2)=O)C(=O)OC(C)(C)C